ClCC(=O)N(C)C1=C(C=CC=C1)C(=O)C1=CC=C(C=C1)C1=CC=C(C=C1)C=O 2-chloro-N-(2-(4'-formyl-[1,1'-biphenyl]-4-carbonyl)phenyl)-N-methylacetamide